O=C1C(N=C2C=CN=C21)=O Diketo-pyrrolo-pyrrol